rac-(3aR,5R,6aS)-5-(cyclohexylmethyl)-2-[2-hydroxy-2-(4-hydroxyphenyl)ethyl]-octahydrocyclopenta[c]pyrrol-5-ol C1(CCCCC1)CC1(C[C@@H]2[C@@H](CN(C2)CC(C2=CC=C(C=C2)O)O)C1)O |r|